2-(((2-(dimethylamino)ethyl)amino)methylene)-5-(5-phenylthiophen-2-yl)cyclohexane-1,3-dione CN(CCNC=C1C(CC(CC1=O)C=1SC(=CC1)C1=CC=CC=C1)=O)C